FC1=C(C=CC(=C1F)OC(F)(F)F)C=1N=CN(C1)C12CC(C1)(C2)NC(OC(C)(C)C)=O tert-butyl (3-{4-[2,3-difluoro-4-(trifluoromethoxy)phenyl]-1H-imidazol-1-yl}bicyclo[1.1.1]pentan-1-yl)carbamate